N-[3-(formamido)-4-oxo-6-phenoxy-4H-1-benzofuran-7-yl]-methanesulfonamide C(=O)NC=1COC=2C1C(C=C(C2NS(=O)(=O)C)OC2=CC=CC=C2)=O